(3-methyloxetan-3-yl)methane-d-amine CC1(COC1)C(N)[2H]